ClCC(=O)[C@H](CC(C)C)NC(OC(C)(C)C)=O tert-Butyl N-[(1S)-1-(2-chloroacetyl)-3-methyl-butyl]carbamate